C(C)(=O)OCC1=CC=C(C=C1)OC1=NC=NC(=C1)NC(C)=O [4-(6-acetamido-pyrimidin-4-yloxy)-phenyl]-methyl acetate